C(C)(C)(C)OCCC(C1=NC=C(C=C1)C1=C(C(=CC=C1N1N=NN=C1)Cl)F)N1N=CC(=C1)C=1N(N=CC1)C(F)F 1'-(3-(tert-Butoxy)-1-(5-(3-chloro-2-fluoro-6-(1H-tetrazol-1-yl)phenyl)pyridin-2-yl)propyl)-2-(difluoromethyl)-1'H,2H-3,4'-bipyrazole